COC=1C=CC=C2C(CCN(C12)C(C=C)=O)N1C(N(C2=NC(=NC=C2C1)NC1=CC=C(C=C1)N1CCN(CC1)C)C)=O 3-(8-methoxy-1-prop-2-enoyl-3,4-dihydro-2H-quinolin-4-yl)-1-methyl-7-[4-(4-methylpiperazin-1-yl)anilino]-4H-pyrimido[4,5-d]pyrimidin-2-one